FC1=C(C(=C(C(=C1F)F)F)F)[B-](C1=C(C(=C(C(=C1F)F)F)F)F)(C1=C(C(=C(C(=C1F)F)F)F)F)C1=C(C(=C(C(=C1F)F)F)F)F.C[NH+](C1=CC=CC=C1)CCCCCCCC N-methyl-N-octylanilinium [tetrakis(perfluorophenyl) borate]